(R)-3-(isoquinolin-4-yl)-1-(1-methyl-2-oxo-1,2-dihydropyridin-4-yl)-2-oxoimidazoline-4-carbonitrile C1=NC=C(C2=CC=CC=C12)N1C(N(C[C@@H]1C#N)C1=CC(N(C=C1)C)=O)=O